CC1=CC=C2C=CC=NC2=C1S(=O)(=O)NC1=C(C=CC=C1)C#CC1=CN=C(C2=CC=CC=C12)C(=O)O 4-{2-[2-(7-methylquinoline-8-sulfonamido)phenyl]ethynyl}isoquinoline-1-carboxylic acid